NC=1C(NC2=C3C=CC=NC3=C(C=C2C1C1=C2C=NNC2=C(C=C1)F)OC[C@H](C)OC)=O 3-amino-4-(7-fluoro-1H-indazol-4-yl)-6-[(2S)-2-methoxypropoxy]-1H-1,7-phenanthrolin-2-one